5-(4-(2-((6-(4-methoxyphenoxy)pyrimidin-4-yl)(methyl)amino)ethoxy)benzyl)thiazolidine-2,4-dione COC1=CC=C(OC2=CC(=NC=N2)N(CCOC2=CC=C(CC3C(NC(S3)=O)=O)C=C2)C)C=C1